N~2~-[cis-1-(cyclobutanecarbonyl)-2-({[1-(pyrimidin-2-yl)piperidin-4-yl]oxy}methyl)piperidin-3-yl]-N~1~,N~1~-dimethylethanediamide C1(CCC1)C(=O)N1[C@H]([C@H](CCC1)NC(C(=O)N(C)C)=O)COC1CCN(CC1)C1=NC=CC=N1